2-(4-(2-(4-((1r,3r)-3-((tert-butoxycarbonyl)amino)cyclobutoxy)phenyl)propan-2-yl)phenoxy)pyrimidine-4-carboxylic acid Methyl ester COC(=O)C1=NC(=NC=C1)OC1=CC=C(C=C1)C(C)(C)C1=CC=C(C=C1)OC1CC(C1)NC(=O)OC(C)(C)C